OCC1=NC=CC(=C1)N1[C@H]([C@H](CC1)NS(=O)(=O)C)CO[C@@H]1CC[C@@H](CC1)C1=CC=CC=C1 N-((2R,3S)-1-(2-(hydroxymethyl)pyridin-4-yl)-2-((((CIS)-4-phenylcyclohexyl)oxy)methyl)pyrrolidin-3-yl)methanesulfonamide